SCCC[SiH](OCCC)OCCC 3-mercaptopropyl-dipropyloxysilane